2-[4,5-bis(bromomethyl)triazol-1-yl]acetic acid BrCC=1N=NN(C1CBr)CC(=O)O